(2-(5-norbornene-2-yl)ethyl)trisiloxane C12C(CC(C=C1)C2)CC[SiH2]O[SiH2]O[SiH3]